2,5-dihydroxycinnamic acid phenylethyl ester C1(=CC=CC=C1)CCOC(C=CC1=C(C=CC(=C1)O)O)=O